3-(4-((2,2-difluoroethyl)sulfonamido)phenyl)-5-((6-(trifluoromethyl)pyridin-2-yl)amino)-1H-pyrazole-4-carboxamide FC(CS(=O)(=O)NC1=CC=C(C=C1)C1=NNC(=C1C(=O)N)NC1=NC(=CC=C1)C(F)(F)F)F